FC1=C(OCCN2C[C@H]3N(CC2)C(CC3)=O)C=CC(=C1)[N+](=O)[O-] (S)-2-(2-(2-fluoro-4-nitrophenoxy)ethyl)hexahydropyrrolo[1,2-a]pyrazin-6(2H)-one